Cl.Cl.NCC1=CC=C(CSC2=NC(=C(C(=C2C#N)CC)C#N)N(C)C)C=C1 2-((4-(aminomethyl)benzyl)thio)-6-(dimethylamino)-4-ethylpyridine-3,5-dicarbonitrile dihydrochloride